C(CCCCCCCCC)O[C@@H]1O[C@@H]([C@H]([C@H]1OCCCCCCCCCC)OCCCCCCCCCC)COC(C1=CC=CC=C1)(C1=CC=CC=C1)C1=CC=CC=C1 (2R,3R,4R,5R)-2,3,4-tris(decyloxy)-5-((triphenylmethoxy)methyl)tetrahydrofuran